O1CC(C1)OC1=CC=CC(=N1)C1=CC2=C(SCC(N2)=O)C=C1 6-(6-(oxetan-3-yloxy)pyridin-2-yl)-2H-benzo[b][1,4]thiazin-3(4H)-one